1-(2-(4-oxoquinazoline-3(4H)-yl)ethyl)-1-pyridinium bromide [Br-].O=C1N(C=NC2=CC=CC=C12)CC[N+]1=CC=CC=C1